C(C)OC(=O)C=1C(=NC(=C(C1O)C)O)C 4,6-dihydroxy-2,5-dimethyl-pyridine-3-carboxylic acid ethyl ester